C(C\C=C/C\C=C/C\C=C/C\C=C/CC)OC(C(=O)O)CC 2-(((3Z,6Z,9Z,12Z)-pentadeca-3,6,9,12-tetraen-1-yl)oxy)butanoic acid